N-({(1r,4r)-4-[5-(3-cyanophenyl)-2H-indazol-2-yl]cyclohexyl}methyl)-3,5-difluoro-4-hydroxybenzamide C(#N)C=1C=C(C=CC1)C1=CC2=CN(N=C2C=C1)C1CCC(CC1)CNC(C1=CC(=C(C(=C1)F)O)F)=O